(2R,3S,5R)-N-(3-(3H-diazin-3-yl)phenyl)-3-(3,4-difluoro-2-methoxyphenyl)-5-methyl-5-(trifluoromethyl)tetrahydrothiophene-2-carboxamide N=1NC(C=CC1)C=1C=C(C=CC1)NC(=O)[C@@H]1S[C@](C[C@H]1C1=C(C(=C(C=C1)F)F)OC)(C(F)(F)F)C